((9H-fluoren-9-ylidene)amino)-5-cyclobutylvaleronitrile C1=CC=CC=2C3=CC=CC=C3C(C12)=NC(C#N)CCCC1CCC1